(S)-4-((2-isopropoxyethyl)(4-(5,6,7,8-tetrahydro-1,8-naphthyridin-2-yl)butyl)amino)-2-(3-fluoro-5-(trifluoromethyl)isonicotinamido)butanoic acid C(C)(C)OCCN(CC[C@@H](C(=O)O)NC(C1=C(C=NC=C1C(F)(F)F)F)=O)CCCCC1=NC=2NCCCC2C=C1